CC(CCCCCCCCCN)(N)C dimethyldecane-1,10-diamine